FC=1C=C(C#N)C=CC1C=1C2=C(N=C(N1)N1CC(C1)OC=1C=NN(C1)CC(F)(F)F)C(N(C(=N2)C(F)(F)F)C)=O 3-fluoro-4-(7-methyl-8-oxo-2-(3-((1-(2,2,2-trifluoroethyl)-1H-pyrazol-4-yl)oxy)azetidin-1-yl)-6-(trifluoromethyl)-7,8-dihydropyrimido[5,4-d]pyrimidin-4-yl)benzonitrile